3-(Tert-butyl)-9-(2-carboxyethyl)carbonyloxyanthracene thiophene-2-carboxylate S1C(=CC=C1)C(=O)O.C(C)(C)(C)C=1C=CC2=C(C3=CC=CC=C3C=C2C1)OC(=O)CCC(=O)O